1-bromo-4-(1-(methylsulfonyl)cyclopropyl)benzene BrC1=CC=C(C=C1)C1(CC1)S(=O)(=O)C